C1(CC1)N1N=CC(=C1)C=1C(=NC=C(N1)C1=CC=C(C=C1)C(F)F)N 3-(1-Cyclopropyl-1H-pyrazol-4-yl)-5-(4-(difluoromethyl)phenyl)pyrazin-2-amine